CN(C)CCC[Zn] 3-(N,N-dimethylamino)propyl-zinc